2-((2S,4S)-5-Chloro-6-fluoro-2-((((1s,4R)-4-hydroxycyclohexyl)amino)methyl)-2-phenyl-2,3-dihydrobenzofuran-4-yl)-4-(difluoromethoxy)-3-fluorobenzamide ClC=1C(=CC2=C(C[C@](O2)(C2=CC=CC=C2)CNC2CCC(CC2)O)C1C1=C(C(=O)N)C=CC(=C1F)OC(F)F)F